OC1=C(C(=O)N)C=C(C=C1)C(CNCC1=CC=CC=C1)=O 2-hydroxy-5-{2-[(phenylmethyl)amino]acetyl}-benzamide